Z-chloro-1,1,1,4,4,4-hexafluoro-2-butene Cl\C(\C(F)(F)F)=C/C(F)(F)F